iron-sodium tartrate C(=O)([O-])C(O)C(O)C(=O)[O-].[Na+].[Fe+2]